C(C)(C)(C)OC(NC1=CC(=NC=C1C1=NN(C(C=C1)=O)C)NC(C)=O)=O (2-Acetamido-5-(1-methyl-6-oxo-1,6-dihydropyridazin-3-yl)pyridin-4-yl)carbamic acid tert-butyl ester